1-acryloyloxyethyl-3,3-dimethylspiro[indoline-2,3'-[3H]naphtho[2,1-b](1,4)oxazine] C(C=C)(=O)OC(C)C1=NC2=C(OC13NC1=CC=CC=C1C3(C)C)C=CC3=CC=CC=C32